N(=[N+]=[N-])C1=C(OC2=CC(=NC=N2)OC2=C(C=CC=C2)/C(/C(=O)OC)=C\OC)C=CC=C1 methyl (E)-2-{2-[6-(2-azidophenoxy) pyrimidin-4-yloxy] phenyl}-3-methoxyacrylate